C(C)(C)(C)OC(=O)N1CC(C=CC1)(C)C 3,3-dimethyl-2,6-dihydropyridine-1-carboxylic acid tert-butyl ester